6,9,12-octadecatrienoic acid methyl ester COC(CCCCC=CCC=CCC=CCCCCC)=O